C(C=C)P(O)(=O)CCCCC allyl-pentylphosphinic acid